2,4-dimethyl-5-(1-oxa-2-azaspiro[4.5]dec-2-en-3-yl)aniline CC1=C(N)C=C(C(=C1)C)C1=NOC2(C1)CCCCC2